2-hydroxy-1-oxo-1-(pyrrolidin-1-yl)propan OC(C(N1CCCC1)=O)C